FS(C1=CC=C(C=C1)N1CC(CC2=CC=CC=C12)CNC(C=C)=O)(F)(F)(F)F N-((1-(4-(pentafluoro-λ6-sulfaneyl)phenyl)-1,2,3,4-tetrahydroquinolin-3-yl)methyl)acrylamide